ClC1=CC=C(C=N1)CN1C=CC=C2C1=NC(N(C2=O)C2=CC(=CC(=C2)Cl)Cl)=O 8-((6-chloropyridin-3-yl)methyl)-3-(3,5-dichlorophenyl)pyrido[2,3-d]pyrimidine-2,4(3H,8H)-dione